C1(CCC1)OC1=CC=C(C=C1)CNC(N(CCN1CCCCC1)CC1=CC=C(C=C1)F)=O 3-(4-cyclobutoxyphenylmethyl)-1-(4-fluorophenylmethyl)-1-(2-(piperidin-1-yl)ethyl)urea